1-(4-fluoro-phenyl)-ethylene FC1=CC=C(C=C1)C=C